FCCOCCCCCCCC fluoro-3-oxaundecane